4,6,7-trichloro-1-(2-isopropyl-4-(methylthio)pyridin-3-yl)-3-nitro-1,8-naphthyridine-2(1H)-one ClC1=C(C(N(C2=NC(=C(C=C12)Cl)Cl)C=1C(=NC=CC1SC)C(C)C)=O)[N+](=O)[O-]